9-(4-(2,6-bis(9H-carbazol-9-yl-d8)phenyl)-6-(9H-carbazol-9-yl-d8)-1,3,5-triazin-2-yl)-9H-1,9'-bicarbazole-1',2,2',3,3',4,4',5,5',6,6',7,7',8,8'-d15 C1(=C(C(=C(C=2C3=C(C(=C(C(=C3N(C12)C1=C(C(=CC=C1)N1C2=C(C(=C(C(=C2C=2C(=C(C(=C(C12)[2H])[2H])[2H])[2H])[2H])[2H])[2H])[2H])C1=NC(=NC(=N1)N1C2=C(C(=C(C(=C2C=2C(=C(C(=C(C12)[2H])[2H])[2H])[2H])[2H])[2H])[2H])[2H])N1C2=C(C(=C(C(=C2C=2C(=C(C(=C(C12)N1C2=C(C(=C(C(=C2C=2C(=C(C(=C(C12)[2H])[2H])[2H])[2H])[2H])[2H])[2H])[2H])[2H])[2H])[2H])[2H])[2H])[2H])[2H])[2H])[2H])[2H])[2H])[2H])[2H])[2H])[2H]